2-3-methylpyrazin-2-ylmethylisoindoline-1,3-dione CC=1C(=NC=CN1)CN1C(C2=CC=CC=C2C1=O)=O